FC(C1=CC=C(C=N1)CN1CCC2(CN(C2)C(=O)N2CC3(C2)NC(CC3)=O)CC1)(F)F 2-[7-[[6-(trifluoromethyl)-3-pyridyl]methyl]-2,7-diazaspiro[3.5]nonane-2-carbonyl]-2,5-diazaspiro[3.4]octan-6-one